arachidonate oxygen [O+2].C(CCC\C=C/C\C=C/C\C=C/C\C=C/CCCCC)(=O)[O-].C(CCC\C=C/C\C=C/C\C=C/C\C=C/CCCCC)(=O)[O-]